COC1=C(C=C(C(=O)O)C=C1)C 4-methoxy-3-methylbenzoic acid